2-(2-methyl-2H-indazole-5-carboxamido)-3-(4-(3-(5,6,7,8-tetrahydro-1,8-naphthyridin-2-yl)propoxy)phenyl)propanoic acid CN1N=C2C=CC(=CC2=C1)C(=O)NC(C(=O)O)CC1=CC=C(C=C1)OCCCC1=NC=2NCCCC2C=C1